2,7-dinitro-10-isopropyl-phenothiazine [N+](=O)([O-])C1=CC=2N(C3=CC=C(C=C3SC2C=C1)[N+](=O)[O-])C(C)C